S(OC1=CC=C(C=C1)N=S(=O)(F)F)(=O)(=O)F 4-((Difluoro(oxo)-λ6-sulfanylidene)amino)phenyl Sulfurofluoridate